C(N)(=O)C1=CC2=C(N(/C(/S2)=N/C(=O)C2=C(N=C(S2)C)CC)C/C=C/CNC(OC(C)(C)C)=O)C(=C1)OCCC(OC)OC tert-butyl N-[(E)-4-[(2Z)-6-carbamoyl-4-(3,3-dimethoxypropoxy)-2-(4-ethyl-2-methyl-thiazole-5-carbonyl)imino-1,3-benzothiazol-3-yl]but-2-enyl]carbamate